Tert-butyl 6-(3-((2R,6S)-4-acetyl-2,6-dimethylpiperazin-1-yl)-4-bromo-5-methyl-1H-pyrazol-1-yl)-2-azaspiro[3.3]heptane-2-carboxylate C(C)(=O)N1C[C@H](N([C@H](C1)C)C1=NN(C(=C1Br)C)C1CC2(CN(C2)C(=O)OC(C)(C)C)C1)C